C1(=CC=CC=C1)CC racemic-phenylethane